C(C)(C)(C)N=[Ta](N(C)C)(N(C)C)N(C)C tert-butyliminotri(dimethylamino)tantalum